6-(3,5-dichloro-4-((4-isopropyl-5-oxo-4,5-dihydro-1,3,4-oxadiazol-2-yl)methyl)phenyl)-2-methyl-1,2,4-triazine-3,5(2H,4H)-dione ClC=1C=C(C=C(C1CC=1OC(N(N1)C(C)C)=O)Cl)C=1C(NC(N(N1)C)=O)=O